5-{6-[2-(2-Cyano-7-fluoro-4-methoxy-indol-1-yl)-ethylamino]-pyrimidin-4-yl}-3-isopropoxy-thiophen C(#N)C=1N(C2=C(C=CC(=C2C1)OC)F)CCNC1=CC(=NC=N1)C1=CC(=CS1)OC(C)C